COC(\C(=C\OC)\C1=C(C(=CC=C1)Cl)CO\N=C(\C#CC1=CC=C(C=C1)F)/COC)=O methyl-(E)-2-[3-chloro-2-[[(Z)-[3-(4-fluorophenyl)-1-(methoxymethyl)prop-2-ynylidene]-amino]oxymethyl]phenyl]-3-methoxy-prop-2-enoate